1-(4-chlorobenzyl)-3-(6-morpholino-6-oxohexyl)urea ClC1=CC=C(CNC(=O)NCCCCCC(=O)N2CCOCC2)C=C1